methyl 3-[(5-bromo-2-pyridyl)oxy]cyclobutanecarboxylate BrC=1C=CC(=NC1)OC1CC(C1)C(=O)OC